ClC1=CC=C(C=C1)C(=C)COC(F)(F)F 1-chloro-4-(3-(trifluoromethoxy)prop-1-en-2-yl)benzene